C(CCCCC)=N.[Ru+3] ruthenium(III) hexaanimine